4-({2-[(aminosulfonyl)amino]ethyl}amino)-N-(3-bromo-4-fluorophenyl)-N'-hydroxy-1,2,5-oxadiazole NS(=O)(=O)NCCNC1=CN(ON1O)C1=CC(=C(C=C1)F)Br